FC=1C=C(C=CC1F)[C@H](CCC#N)O (S)-1-(3,4-difluorophenyl)-3-cyanopropan-1-ol